N-methyl-3-{methyl[5-phenyl-2-(pyridin-2-yl)thieno[2,3-d]pyrimidin-4-yl]amino}propanamide CNC(CCN(C=1C2=C(N=C(N1)C1=NC=CC=C1)SC=C2C2=CC=CC=C2)C)=O